O=C1NC(CCC1N1CC2=NC(=CC=C2C1=O)N1CCN(CC1)CCC1CCN(CC1)C=1C(=NC=CC1)C1C(CCNC1)C(=O)N)=O 5-(4-(2-(4-(6-(2,6-dioxopiperidin-3-yl)-5-oxo-6,7-dihydro-5H-pyrrolo[3,4-b]pyridin-2-yl)piperazin-1-yl)ethyl)piperidin-1-ylpyridin-2-yl)piperidine-4-carboxamide